Cl.Cl.NCC=CCN 1,4-diamino-2-butene 2HCl